6-(2-hydroxy-2-methylpropoxy)-4-(6-(6-(tetrahydrofuran-3-carbonyl)-3,6-diazabicyclo[3.1.1]heptan-3-yl)pyridin-3-yl)pyrazolo[1,5-a]pyridine-3-carbonitrile OC(COC=1C=C(C=2N(C1)N=CC2C#N)C=2C=NC(=CC2)N2CC1N(C(C2)C1)C(=O)C1COCC1)(C)C